2-methyl-1-(2-oxa-6-azaspiro[3.3]heptan-6-yl)propan CC(CN1CC2(COC2)C1)C